COC1=C(C=C2C(=NC=NC2=C1)NC1=C(C=CC(=C1)C1=CN=CS1)OC)OC1CN(C1)C(C=C)=O 1-(3-((7-methoxy-4-((2-methoxy-5-(thiazol-5-yl)phenyl)amino)quinazolin-6-yl)oxy)azetidin-1-yl)prop-2-en-1-one